FC1=C(C=CC=C1F)N1CCC(CC1)NC=1C2=CC(=C(C=C2N=C2CCCCC12)COCCN1CCCC1)OC N-[1-(2,3-difluorophenyl)piperidin-4-yl]-7-methoxy-6-{[2-(pyrrolidin-1-yl)ethoxy]methyl}-1,2,3,4-tetrahydroacridin-9-amine